2-(dibenzo[b,d]furan-4-yl)-1-(2,6-diisopropylphenyl)-1H-benzo[d]imidazole C1=CC=C(C=2OC3=C(C21)C=CC=C3)C3=NC2=C(N3C3=C(C=CC=C3C(C)C)C(C)C)C=CC=C2